C1(=CC=C(C=C1)N(C(=O)[C@@H]1NC[C@](C1)(C)O)C(C(N[C@@H](C)C1=CC=CC=C1)=O)C=1C=NC=C(C1)F)C1=CC=CC=C1 (2R,4R)-N-([1,1'-biphenyl]-4-yl)-N-(1-(5-fluoropyridin-3-yl)-2-oxo-2-(((S)-1-phenylethyl)amino)ethyl)-4-hydroxy-4-methylpyrrolidine-2-carboxamide